FC1=NC(=CC=C1N1[C@H]2CN([C@@H](C1)C2)C(=O)OC(C)(C)C)C(NC)=O tert-butyl (1R,4R)-5-(2-fluoro-6-(methylcarbamoyl) pyridin-3-yl)-2,5-diazabicyclo[2.2.1]heptane-2-carboxylate